bis(diphenylamino)benzophenone C1(=CC=CC=C1)N(C1=CC=CC=C1)C=1C(=C(C(=O)C2=CC=CC=C2)C=CC1)N(C1=CC=CC=C1)C1=CC=CC=C1